1-(4-(((tert-butyldiphenylsilyl)oxy)methyl)phenyl)-3-methyltetrahydropyrimidin [Si](C1=CC=CC=C1)(C1=CC=CC=C1)(C(C)(C)C)OCC1=CC=C(C=C1)N1CN(CCC1)C